BrC1=NC(=C(C=C1Br)C)C 2,3-dibromo-5,6-dimethylpyridine